hexamethylenediamine toluenesulfonate C(C1=CC=CC=C1)S(=O)(=O)O.NCCCCCCN